ClC1=NC=C(C(=C1)C1=C(C=NC(=C1)C)C(=O)NC=1SC2=C(N1)CN(C2)C(C2=C(N=C(C(=C2)C)C(F)(F)F)OC)=O)OC 2'-chloro-5'-methoxy-N-(5-(2-methoxy-5-methyl-6-(trifluoromethyl)nicotinoyl)-5,6-dihydro-4H-pyrrolo[3,4-d]thiazol-2-yl)-6-methyl-[4,4'-bipyridine]-3-carboxamide